C1N(CCC2=CC=CC=C12)C=1NC=CC=C(C1)O (3,4-dihydroisoquinolin-2(1H)-yl)azepin-4-ol